6-Chloro-5-methoxy-2-methyl-4-(2-methyl-1-naphthalenyl)-3(2H)-pyridazinone ClC=1C(=C(C(N(N1)C)=O)C1=C(C=CC2=CC=CC=C12)C)OC